tert-Butyl N-[(2S)-2-({2-methanesulfonyl-5-[2-(triisopropylsilyl)ethynyl]pyrido[2,3-d]pyrimidin-7-yl}amino)-3-methoxypropyl]carbamate CS(=O)(=O)C=1N=CC2=C(N1)N=C(C=C2C#C[Si](C(C)C)(C(C)C)C(C)C)N[C@@H](CNC(OC(C)(C)C)=O)COC